rac-(7S,8R)-2-Chloro-7,8-dimethyl-7,8-dihydro-5H-pyrano[4,3-b]pyridin-5-one ClC1=CC=C2C(=N1)[C@H]([C@@H](OC2=O)C)C |r|